CC1=CC=C(CNC(C2=CC(=CC=C2)C=2C=CC3=C(N=C(S3)NC(C(C)(C)C)=O)C2)=O)C=C1 N-(4-methylbenzyl)-3-(2-pivaloylaminobenzo[d]thiazol-5-yl)benzamide